ClC1=NC(=CC=2C1=NSN2)Cl 4,6-Dichloro-[1,2,5]thiadiazolo[3,4-c]pyridine